C(#N)C1=C(C=CC(=C1)F)SC=1C=2N(C=C(C1)C=1C=NC(=CC1)N1C[C@H](CC1)O)N=CC2C#N (S)-4-((2-cyano-4-fluorophenyl)thio)-6-(6-(3-hydroxypyrrolidin-1-yl)pyridin-3-yl)pyrazolo[1,5-a]pyridine-3-carbonitrile